(S)-1-(6-chloro-1-(2-(1,1-difluoroethyl)-6-methoxypyrimidin-4-yl)-1H-pyrazolo[4,3-c]pyridin-3-yl)-N,N-dimethylpyrrolidin-3-amine ClC1=CC2=C(C=N1)C(=NN2C2=NC(=NC(=C2)OC)C(C)(F)F)N2C[C@H](CC2)N(C)C